ClC=1N=C2C(=C(C(N(C2=CC1)C)=O)C#N)N1CCC(CC1)(C1=NC(=CC=C1OC(C)C)C)O 6-chloro-4-[4-hydroxy-4-(3-isopropoxy-6-methyl-2-pyridyl)-1-piperidyl]-1-methyl-2-oxo-1,5-naphthyridine-3-carbonitrile